C(C)OC(CCC#CC)=O hex-4-ynoic acid ethyl ester